2-Butenolide thioacetate C(C)(=S)O.C1(C=CCO1)=O